Undecane-2,4-dione hydrochloride Cl.CC(CC(CCCCCCC)=O)=O